ClC1=CC(=C(C=C1)C1=NC(=CC2=C1N=C1N(C2=O)CCC1)N1C[C@@H](OCC1)C=1C=NN(C1)[C@H]1C(C1)(F)F)F |&1:32| 1-(4-chloro-2-fluorophenyl)-3-((2S)-2-(1-((R and S)-2,2-difluorocyclopropyl)-1H-pyrazol-4-yl)morpholino)-8,9-dihydropyrido[3,4-d]pyrrolo[1,2-a]pyrimidin-5(7H)-one